N[12C@@H](CCC(N)=O)C(=O)O [12C]-glutamine